C(C)OOC1=C2[C@H]3[C@H](C(OC2=CC(=C1)CCCCC)(C)C)CCC(=C3)C (6Ar,10aR)-1-ethylperoxy-6,6,9-trimethyl-3-pentyl-6a,7,8,10a-tetrahydrobenzo[c]chromene